4-(4,5-dihydrooxazole-2-yl)benzoic acid O1C(=NCC1)C1=CC=C(C(=O)O)C=C1